5-(2-(Dimethylamino)pyrimidin-5-yl)-N-(pyridin-4-yl)-1H-indole-3-carboxamide CN(C1=NC=C(C=N1)C=1C=C2C(=CNC2=CC1)C(=O)NC1=CC=NC=C1)C